C(C)(C)(C)NC(COC1=C(C=CC=C1)C=O)=O N-TERT-BUTYL-2-(2-FORMYLPHENOXY)ACETAMIDE